dimethyl-2-pentyl-indole-6-carboxylic acid methyl ester COC(=O)C1=CC(=C2C(=C(NC2=C1)CCCCC)C)C